ClC=1C=C(C(=O)C2=C(N=C(S2)C)C(=O)OCC)C=CC1 ethyl 5-(3-chlorobenzoyl)-2-methylthiazole-4-carboxylate